acetonoxymethyl iodide C(C(=O)C)OCI